6-isopentenylamino-3-glucopyranosylpurine C(CC(=C)C)NC1=C2N=CN=C2N(C=N1)C1[C@H](O)[C@@H](O)[C@H](O)[C@H](O1)CO